7-(1-acetyl-4-methoxypiperidin-4-yl)-6-fluoro-4-methylphthalazin C(C)(=O)N1CCC(CC1)(OC)C1=C(C=C2C(=NN=CC2=C1)C)F